7-((5-((2R,5R)-5-hydroxy-2,5-dimethylpiperidin-1-yl)pyridin-2-yl)amino)-4-(4,5,6,7-tetrahydropyrazolo[1,5-a]pyridin-3-yl)isoindolin-1-one O[C@@]1(CC[C@H](N(C1)C=1C=CC(=NC1)NC=1C=CC(=C2CNC(C12)=O)C=1C=NN2C1CCCC2)C)C